1-(2-chloroethyl)-imidazolin-2-one ClCCN1C(NCC1)=O